FC(C1=NC=C2CCNCC2=C1)(F)F 7-(trifluoromethyl)-1,2,3,4-tetrahydro-2,6-naphthyridine